benzyl 2-(3-cyano-4-isobutoxyphenyl)-4-methylthiazole-5-carboxylate C(#N)C=1C=C(C=CC1OCC(C)C)C=1SC(=C(N1)C)C(=O)OCC1=CC=CC=C1